CNC(O[C@@H]1CCOC2=C(C(=CC=C12)F)F)=O (R)-(7,8-difluoro chroman-4-yl) methylcarbamate